(2,5-diisooctylthiophen-3-yl)tributyltin C(CCCCC(C)C)C=1SC(=CC1[Sn](CCCC)(CCCC)CCCC)CCCCCC(C)C